BrC1=[N+](C=CC(=C1OC1=C(C=C(C=C1C)F)C)Br)[O-] 2,4-dibromo-3-(4-fluoro-2,6-dimethylphenoxy)pyridine 1-oxide